Methyl 3-chloro-5-iodo-4-methylbenzoate ClC=1C=C(C(=O)OC)C=C(C1C)I